tris(trimethylsilyl)-silylium methyltris(2,3,4,5-tetrafluorophenyl)borate C[B-](C1=C(C(=C(C(=C1)F)F)F)F)(C1=C(C(=C(C(=C1)F)F)F)F)C1=C(C(=C(C(=C1)F)F)F)F.C[Si](C)(C)[Si+]([Si](C)(C)C)[Si](C)(C)C